Silver-lithium chromate [Cr](=O)(=O)([O-])[O-].[Li+].[Ag+]